(R)-4-(2-chlorophenyl)-N-(4-hydroxybut-2-yl)-N-methylquinazoline-2-carboxamide ClC1=C(C=CC=C1)C1=NC(=NC2=CC=CC=C12)C(=O)N(C)[C@H](C)CCO